(S)-N-((3,3-difluorocyclobutyl)methyl)-5-(2-((1-methoxypropan-2-yl)amino)-7H-pyrrolo[2,3-d]pyrimidin-5-yl)pyrazolo[1,5-a]pyridine-3-carboxamide FC1(CC(C1)CNC(=O)C=1C=NN2C1C=C(C=C2)C2=CNC=1N=C(N=CC12)N[C@H](COC)C)F